12Z-heneicosenoic acid CCCCCCCC/C=C\CCCCCCCCCCC(=O)O